C(CCCC)(=O)Cl valeric acid, chloride